C(=CC)N1[C@@H](CCCC1)C=1N(C(=C(N1)C1=CC=C(C=C1)C(NC1=NC=CC(=C1)I)=O)C(=O)N)N (S)-2-(1-propenylpiperidin-2-yl)-1-amino-4-(4-((4-iodopyridin-2-yl)carbamoyl)phenyl)-1H-imidazole-5-carboxamide